FC1=CC(NN1C1=C(C=CC=C1)F)=O 5-Fluoro-1-(2-fluorophenyl)-1H-pyrazolone